C(C1=CC=CC=C1)O[C@@H](C(=O)N[C@@H](C(C(=O)O)O)CC1=CC=C(C=C1)F)C (3R)-3-((R)-2-(benzyloxy)propionamido)-4-(4-fluorophenyl)-2-hydroxylbutyric acid